(Z)-2-(3-((((amino(1-(2-chloro-4-fluorophenyl)cyclopropyl)methylene)amino)oxy)carbonyl)-5-(difluoromethyl)-1H-pyrazol-1-yl)-N-methylacetamide N\C(\C1(CC1)C1=C(C=C(C=C1)F)Cl)=N/OC(=O)C1=NN(C(=C1)C(F)F)CC(=O)NC